4-(2-tolyl)piperazine ethyl-(Z)-2-cyano-3-methoxy-4-methylpent-2-enoate C(C)OC(\C(=C(\C(C)C)/OC)\C#N)=O.C1(=C(C=CC=C1)N1CCNCC1)C